C(C)(C)(C)OC(NCC1=NC(=C(N=C1N)Cl)C1=COC(=C1)C)=O N-[[3-amino-5-chloro-6-(5-methylfuran-3-yl)pyrazin-2-yl]methyl]carbamic acid tert-butyl ester